C(C)(C)(C)OC(=O)N[C@H](C(=O)OC)CC1=CC=CC=2B(NCCC21)O methyl (S)-2-((tert-butoxycarbonyl)amino)-3-(1-hydroxy-1,2,3,4-tetrahydrobenzo[c][1,2]azaborinin-5-yl)propanoate